(2,3,4-trichlorophenyl)boronic acid ClC1=C(C=CC(=C1Cl)Cl)B(O)O